4-[5-(2-aminoethyl)pyrimidin-2-yl]-3-[2-methyl-6-(2,2,2-trifluoroethoxy)pyrimidin-4-yl]oxybenzonitrile NCCC=1C=NC(=NC1)C1=C(C=C(C#N)C=C1)OC1=NC(=NC(=C1)OCC(F)(F)F)C